NC1=C(C=C(C=C1Cl)C1=C2CN(C(C2=C(C=C1)NCC1=CC=CC=C1)=O)CC(C(=O)N)=C)Cl 2-[[4-(4-amino-3,5-dichloro-phenyl)-7-(benzylamino)-1-oxo-isoindolin-2-yl]methyl]prop-2-enamide